N1,N5-dibenzyl-1,5-naphthalenediamine C(C1=CC=CC=C1)NC1=CC=CC=2C(=CC=CC12)NCC1=CC=CC=C1